N-(4-methoxy-2-methyl-2H-indazol-5-yl)-4-(piperazin-1-yl)-2,3-dihydro-1H-pyrrolo[2,3-b]pyridine-1-carboxamide 2,2,2-trifluoroacetate FC(C(=O)O)(F)F.COC=1C2=CN(N=C2C=CC1NC(=O)N1CCC=2C1=NC=CC2N2CCNCC2)C